1-(2-methoxybenzyl)-1H-1,2,4-triazole-3-carboxylic acid COC1=C(CN2N=C(N=C2)C(=O)O)C=CC=C1